N1C=NC=C1CCNC(C(CN)N)=O N-(2-(1H-imidazol-5-yl)ethyl)-2,3-diaminopropionamide